3,3'-(3,3,3',3'-tetramethyl-2,2',3,3'-tetrahydro-1,1'-spirobi[indene]-6,6'-diyl)dianiline CC1(CC2(C3=CC(=CC=C13)C=1C=C(N)C=CC1)CC(C1=CC=C(C=C12)C=1C=C(N)C=CC1)(C)C)C